4-(2-cyano-7-((5-methoxy-7-methyl-1H-indol-4-yl)methyl)-7-azaspiro[3.5]nonan-6-yl)-N-((3-methoxyoxetan-3-yl)methyl)benzamide C(#N)C1CC2(C1)CC(N(CC2)CC2=C1C=CNC1=C(C=C2OC)C)C2=CC=C(C(=O)NCC1(COC1)OC)C=C2